(2-((4-bromo-2,6-dichlorophenoxy)methoxy)ethyl)trimethylsilane BrC1=CC(=C(OCOCC[Si](C)(C)C)C(=C1)Cl)Cl